C(CC(C)C)NC(=O)N1C(=NC(=C1)C)OC N-iso-Pentyl-2-methoxy-4-methyl-1H-imidazole-1-carboxamide